ClC=1C=C2C=C(N(C2=CC1)C)C(=O)N1CCC(CC1)C(=O)C=1OC(=NN1)C1=CC(=CC=C1)Cl (5-chloro-1-methyl-1H-indol-2-yl)(4-(5-(3-chlorophenyl)-1,3,4-oxadiazol-2-carbonyl)piperidin-1-yl)methanone